1-cyclopropyl-6-fluoro-7-[1-(2-hydroxyethyl)-1H-pyrazol-4-yl]-3-({[(3S)-1-(6-methylpyridin-3-yl)piperidin-3-yl][(2-methylpyridin-4-yl)methyl]amino}methyl)-1,4-dihydroquinolin-4-one C1(CC1)N1C=C(C(C2=CC(=C(C=C12)C=1C=NN(C1)CCO)F)=O)CN(CC1=CC(=NC=C1)C)[C@@H]1CN(CCC1)C=1C=NC(=CC1)C